N[C@H](C(=O)O)CC1=CC=C(C=C1)C1=NOC(=N1)C1=CC=C(C=C1)[N+](=O)[O-] (S)-2-amino-3-(4-(5-(4-nitrophenyl)-1,2,4-oxadiazol-3-yl)phenyl)propanoic acid